5-formyl-3,4-dihydroisoquinoline-2(1H)-carboxylate C(=O)C1=C2CCN(CC2=CC=C1)C(=O)[O-]